C1(CCC1)CN1N=C(C(=C1C)C=1C=NC=C(C1)B1OC(C(O1)(C)C)(C)C)C 3-(1-(cyclobutylmethyl)-3,5-dimethyl-1H-pyrazol-4-yl)-5-(4,4,5,5-tetramethyl-1,3,2-dioxaborolan-2-yl)pyridine